((4-chloropyrido[3,4-d]pyrimidin-6-yl)oxy)-8-azabicyclo[3.2.1]octane-8-carboxylic acid tert-butyl ester C(C)(C)(C)OC(=O)N1C2(CCCC1CC2)OC2=CC1=C(N=CN=C1Cl)C=N2